ClC1=NC(=CC=C1[N+](=O)[O-])C1OCCO1 2-chloro-6-(1,3-dioxolan-2-yl)-3-nitropyridine